C1=CC=C(C(=C1)Cl)Cl O-Dichlorobenzene